Br.C(C)(=O)OCS sulfanylmethyl acetate hydrobromide